CC1=CC=C(C=C1)S(=O)(=O)O.N1=CN=C(C2=C1NC=C2)N[C@@H]2CC[C@@H](N(C2)C(C=C)=O)C 1-((2S,5R)-5-((7H-pyrrolo[2,3-d]pyrimidin-4-yl)amino)-2-methylpiperidin-1-yl)prop-2-en-1-one p-toluenesulfonate